ClC=1C=C(C(=O)N2CCC(CC2)OC2=NC(=NC=C2)NS(=O)(=O)C)C=C(C1OCCCl)C#N N-(4-((1-(3-chloro-4-(2-chloroethoxy)-5-cyanobenzoyl)piperidin-4-yl)oxy)pyrimidin-2-yl)methanesulfonamide